1-(tert-butyl)-3-(phenyl-d5)dibenzo[b,d]furan-2,6,7,8,9-d5-4-amine C(C)(C)(C)C1=C(C(=C(C=2OC3=C(C21)C(=C(C(=C3[2H])[2H])[2H])[2H])N)C3=C(C(=C(C(=C3[2H])[2H])[2H])[2H])[2H])[2H]